3-(2-bromoethyl)-1H-pyrrolo[2,3-b]pyridine-5-carbonitrile BrCCC1=CNC2=NC=C(C=C21)C#N